3-N,3-N-dimethylquinoline-3,8-diamine CN(C=1C=NC2=C(C=CC=C2C1)N)C